OCC1=CC2=C(SC3=C(C(N2CC2=CC=C(C=C2)OC)=O)C=CC=C3)C=C1 8-(hydroxymethyl)-10-(4-methoxybenzyl)dibenzo[b,f][1,4]thiazepin-11(10H)-one